O1NN=CC=C1 Oxadiazin